OC(C(=O)N)C1=NC=CC(=C1)C 2-hydroxy-2-(4-methylpyridin-2-yl)acetamide